FC=1C=C(C=C(C1)F)C1=NO[C@](C1)(C(=O)N[C@@H]1CO[C@@H](C1)C(NS(=O)(=O)C)=O)C=C (5S)-3-(3,5-difluorophenyl)-N-[cis-5-(methylsulfonylcarbamoyl)tetrahydrofuran-3-yl]-5-vinyl-4H-isoxazole-5-carboxamide